methyl 5-oxo-6-(trifluoromethyl)-4,5-dihydropyrazine-2-carboxylate O=C1NC=C(N=C1C(F)(F)F)C(=O)OC